C(C(C)C)OC(C)=CC 2-isobutoxy-2-butene